FC(C1=C(C=C2CCCN(C2=C1)C=1C2=CNC=C2C=C(C1)C1=CCC(CC1)SC)C=1C=NN(C1)C)F 7-(difluoromethyl)-6-(1-methyl-1H-pyrazol-4-yl)-1-(6-(4-(methylthio)cyclohex-1-en-1-yl)isoindol-4-yl)-1,2,3,4-tetrahydroquinoline